(S)-Tetrahydrofuran-2-carboxylic acid O1[C@@H](CCC1)C(=O)O